CC1=NC(=CC(=N1)NC1=NN2C(C=C(C=C2)C2=C(C=NN2C)OC[C@H]2C(N(CC2)C)=O)=C1)C (S)-3-[[5-[2-[(2,6-dimethylpyrimidin-4-yl)amino]pyrazolo[1,5-a]pyridin-5-yl]-1-methyl-pyrazol-4-yl]oxymethyl]-1-methyl-pyrrolidin-2-one